C(C)(C)(C)S(=O)(=O)O tert-butanesulphonic acid